C[C@H]1C(N(CC1)C=1C=C2C(=CC=NC2=CC1)C(=O)[O-])=O |r| rac-(R)-6-(3-methyl-2-oxopyrrolidin-1-yl)quinoline-4-carboxylate